ClC1=C(C=CC=C1Cl)N1C(C=2C(C1=O)=CC=CC2)=O N-(2,3-dichlorophenyl)phthalimide